NC=1C=CC=C2C=3C=CC=CC3CC12 8-aminofluorene